(±)-4-(2-Oxo-1,4-dihydro-2H-quinazolin-3-yl)-piperidine-1-carboxylic acid [2-[1,4']bipiperidinyl-1'-yl-1-(3-cyano-1H-indol-5-yl-methyl)-2-oxo-ethyl]-amide N1(CCCCC1)C1CCN(CC1)C([C@@H](CC=1C=C2C(=CNC2=CC1)C#N)NC(=O)N1CCC(CC1)N1C(NC2=CC=CC=C2C1)=O)=O |r|